ClC=1SC(=CN1)CN1C=CC=C2C1=NC(N(C2=O)C2=CC=C(C=C2)F)=O 8-((2-chlorothiazol-5-yl)methyl)-3-(4-fluorophenyl)pyrido[2,3-d]pyrimidine-2,4(3H,8H)-dione